C(\C=C\CC)=O (2E)-2-pentenal